CC1=C(C2=C(N=N1)SC1=C2N=CN=C1NCC=1C=CC(=NC1)C(C)(C)O)C 2-[5-[[(3,4-dimethylpyrimidino[4',5':4,5]thieno[2,3-c]pyridazin-8-yl)amino]methyl]-2-pyridyl]propan-2-ol